4-(4-hydroxy-2-methylquinolin-6-yl)piperazine-1-carboxylic acid tert-butyl ester C(C)(C)(C)OC(=O)N1CCN(CC1)C=1C=C2C(=CC(=NC2=CC1)C)O